OC(CCCC=1C[C@@H](OCC1)C=O)(C)C |r| (±)-4-(4-hydroxy-4-methylpentyl)-3,6-dihydro-2H-pyran-2-carbaldehyde